3-((1H-indol-6-yl)oxy)-1-((tetrahydro-2H-pyran-4-yl)methyl)-1H-pyrrole-2,5-dione N1C=CC2=CC=C(C=C12)OC=1C(N(C(C1)=O)CC1CCOCC1)=O